NCCNCCNCCNCCNC([C@@H](N)CC(=O)N)=O N-(N'-{N''-[N'''-(2-aminoethyl)-2-aminoethyl]-2-aminoethyl}-2-aminoethyl)-aspartamide